BrC=1C(=NC(=NC1)NC1=C(C=C(C(=C1)C=1C=NN(C1)C)N1CCC(CC1)N1CCN(CC1)C)OC)NC=1C=CC2=C(OCCO2)C1 7-((5-bromo-2-((2-methoxy-5-(1-methyl-1H-pyrazol-4-yl)-4-(4-(4-methylpiperazin-1-yl)piperidin-1-yl)phenyl)amino)pyrimidin-4-yl)amino)-2,3-dihydrobenzo[b][1,4]dioxin